C(C)(C)(C)OC(=O)N1CC(C1)C(CNC(CCl)=O)O 3-[2-[(2-chloroacetyl)amino]-1-hydroxy-ethyl]azetidine-1-carboxylic acid tert-butyl ester